9,12,15-Octadecatrienoic acid, ethyl ester C(CCCCCCCC=CCC=CCC=CCC)(=O)OCC